C(C)N1C[C@@H](CCC1)NC1=CC(=C(N=N1)N1C(=CC2=CC=CC=C12)C#N)C [6-[[(3R)-1-ethyl-3-piperidinyl]amino]-4-methyl-pyridazin-3-yl]-1H-indole-2-carbonitrile